ClC1=CC=C(C=C1)C1=C(CCC(C1)(C)C)CN1CCN(CCC1)C(=O)C=1C=C2CN(C(C2=CC1)=O)C1C(NC(CC1)=O)=O 3-(5-(4-((4'-chloro-5,5-dimethyl-3,4,5,6-tetrahydro-[1,1'-biphenyl]-2-yl)methyl)-1,4-diazepan-1-carbonyl)-1-oxoisoindolin-2-yl)piperidine-2,6-dione